N-[4-[2-chloro-3-(4-methylpiperazin-1-yl)phenoxy]-6-(2-isobutylphenyl)pyrimidin-2-yl]-1-methyl-pyrazole-4-sulfonamide ClC1=C(OC2=NC(=NC(=C2)C2=C(C=CC=C2)CC(C)C)NS(=O)(=O)C=2C=NN(C2)C)C=CC=C1N1CCN(CC1)C